ClC=1C(=C(C(=O)OC)C(=CC1C(F)(F)F)F)C methyl 3-chloro-6-fluoro-2-methyl-4-(trifluoromethyl)benzoate